3-(2-chlorophenoxy)-2,2-dimethyl-N-((3s,4s)-3-methylpiperidin-4-yl)propanamide ClC1=C(OCC(C(=O)N[C@@H]2[C@H](CNCC2)C)(C)C)C=CC=C1